ClC1=C(C=CC=C1)C1=CC(OC2=CC(=CC=C12)OC(C(=O)N1CC(CCC1)S(=O)(=O)NC)C)=O 1-[2-[4-(2-chlorophenyl)-2-oxo-chromen-7-yl]oxypropanoyl]-N-methyl-piperidine-3-sulfonamide